OC1=CC=C(C=C1)C(C)(C1=CC=C(C=C1)O)C1=CC=CC=C1 4-[1,1-bis(4-hydroxyphenyl)ethyl]benzene